2-Chloro-5-iodo-4-(methoxy-d3)-7-tosyl-7H-pyrrolo[2,3-d]pyrimidine ClC=1N=C(C2=C(N1)N(C=C2I)S(=O)(=O)C2=CC=C(C)C=C2)OC([2H])([2H])[2H]